Calcium phosphate salt P(=O)([O-])([O-])[O-].[Ca+2].P(=O)([O-])([O-])[O-].[Ca+2].[Ca+2]